P(=O)(O)([O-])[O-].[Ba+2].[Ba+2].P(=O)(O)([O-])[O-] dibarium hydrogen phosphate